6-fluoro-2-(4-fluoro-4-methylpiperidin-1-yl)-N-(2-sulfamoylpyridin-4-yl)quinoline-3-carboxamide FC=1C=C2C=C(C(=NC2=CC1)N1CCC(CC1)(C)F)C(=O)NC1=CC(=NC=C1)S(N)(=O)=O